COC1=CC=C(C=C1)NNC(C1=C(C=C(C=C1)/C(=C/C(C(F)(F)F)C1=CC(=C(C(=C1)Cl)Cl)Cl)/F)C(F)(F)F)=O (Z)-N'-(4-methoxyphenyl)-4-(1,4,4,4-tetrafluoro-3-(3,4,5-trichlorophenyl)but-1-en-1-yl)-2-(trifluoromethyl)benzoyl-hydrazine